Tetraazacycloheptadecene-17-carboxylic acid N1=NNNCCCCCCCCCCCCC1C(=O)O